2,2-dimethylhexanedioate CC(C(=O)[O-])(CCCC(=O)[O-])C